(1R,2R,4S)-2-fluoro-N1-(2-(3-((2-methoxy-4-(methylsulfonyl)phenyl)amino)prop-1-yn-1-yl)-1-(2,2,2-trifluoro-ethyl)-1H-indol-4-yl)cyclohexane-1,4-diamine F[C@H]1[C@@H](CC[C@@H](C1)N)NC1=C2C=C(N(C2=CC=C1)CC(F)(F)F)C#CCNC1=C(C=C(C=C1)S(=O)(=O)C)OC